ammonium difluoride [F-].[F-].[NH4+].[NH4+]